CP(=O)(C)C=1C=C(OC2=NC(=NC=C2C(F)(F)F)N[C@@H]2CNCCC2)C=CC1 4-[3-(dimethylphosphoryl)phenoxy]-N-[(3S)-piperidin-3-yl]-5-(trifluoromethyl)pyrimidin-2-amine